FC1=CC=C(C=C1)C=1NC(NC1C1=CC=NC=C1)=C1C=CC(C=C1)=O 4-[4-(4-fluorophenyl)-5-pyridin-4-yl-1,3-dihydro-imidazol-2-ylidene]cyclohexa-2,5-dien-1-one